ethyl 4-[5-ethoxy-3-(trifluoromethyl)pyrazol-1-yl]benzoate C(C)OC1=CC(=NN1C1=CC=C(C(=O)OCC)C=C1)C(F)(F)F